1-(6-(hydroxymethyl)spiro[3.3]hept-2-yl)-3-(4-methoxybenzyl)urea OCC1CC2(CC(C2)NC(=O)NCC2=CC=C(C=C2)OC)C1